2-([1,1':4',1''-terphenyl]-3-yl)-4,4,5,5-tetramethyl-1,3,2-dioxaborolane C1(=CC(=CC=C1)B1OC(C(O1)(C)C)(C)C)C1=CC=C(C=C1)C1=CC=CC=C1